FC1=C(C=CC=C1C(F)(F)F)C(C)=O 1-(2-fluoro-3-(trifluoromethyl)phenyl)ethan-1-one